3-(4-bromophenyl)tetrahydrofuran-3-amine BrC1=CC=C(C=C1)C1(COCC1)N